FC=1C=CC2=C(CCO2)C1CNC1=C2C(=C3C4=C(C=CN4CN=C3C)C=3N1C=NN3)C=CC=N2 N-((5-fluoro-2,3-dihydrobenzofuran-4-yl)methyl)-8-methyl-6H-2,3,5a,7,12,13a-hexaazabenzo[4,5]cyclopenta[7,8]cycloocta[1,2,3-cd]inden-13-amine